N1=C(C=CC=C1)C=1N=C(C2=C(N1)CCC2)N2CCCC1=CC=CC=C21 1-[2-(pyridin-2-yl)-5H,6H,7H-cyclopenta[d]pyrimidin-4-yl]-1,2,3,4-tetrahydroquinoline